[NH4+].C(CS(=O)(=O)[O-])S(=O)(=O)[O-].[NH4+] ethanedisulfonate ammonium salt